(E)-3-(2-(dimethylamino)ethylidene)-1-(4-((3-methyl-4-((1-methyl-1H-benzo[d]imidazol-5-yl)oxy)phenyl)amino)quinazolin-6-yl)pyrrolidin-2-one CN(C\C=C/1\C(N(CC1)C=1C=C2C(=NC=NC2=CC1)NC1=CC(=C(C=C1)OC1=CC2=C(N(C=N2)C)C=C1)C)=O)C